C(#N)C1=C(C(=C(C(=C1F)F)B(O)O)F)F 4-cyano-2,3,5,6-tetrafluorophenylboronic acid